3-(6-bromo-3,5-difluoro-2-pyridyl)-7-(2,2-difluoroethoxy)imidazo[1,2-b]pyridazine BrC1=C(C=C(C(=N1)C1=CN=C2N1N=CC(=C2)OCC(F)F)F)F